4-[2-bromo-4-(1-hydroxy-1-methyl-ethyl)phenoxy]cyclohexanol BrC1=C(OC2CCC(CC2)O)C=CC(=C1)C(C)(C)O